C(C1=CC=CC=C1)N1C2=NC=NC(=C2N=C1C1=C(C=C(OCCN2CCN(CC2)C(=O)OC(C)(C)C)C=C1)Cl)OC(C(F)(F)F)(C)C Tert-butyl 4-(2-(4-(9-benzyl-6-((1,1,1-trifluoro-2-methylpropan-2-yl)oxy)-9H-purin-8-yl)-3-chlorophenoxy)ethyl)piperazine-1-carboxylate